((5-cyano-1H-pyrazol-3-yl)methyl)-3-(3-(difluoromethyl)-4-fluorophenyl)-1-(2-methoxypyrimidin-5-yl)urea C(#N)C1=CC(=NN1)CN(C(=O)NC1=CC(=C(C=C1)F)C(F)F)C=1C=NC(=NC1)OC